1-(4-(2-(4-bromophenyl)-propan-2-yl)thiazol-2-yl)-3-(3-fluoro-4-(piperazin-1-ylmethyl)benzyl)urea BrC1=CC=C(C=C1)C(C)(C)C=1N=C(SC1)NC(=O)NCC1=CC(=C(C=C1)CN1CCNCC1)F